C(=O)(O)CCN1CCN(CCN(CCN(CC1)CC(=O)O)CC1=NC(=CC=C1)C)CC(=O)O 2,2'-(4-(2-carboxyethyl)-10-((6-methylpyridin-2-yl)methyl)-1,4,7,10-tetraazacyclododecane-1,7-diyl)diacetic acid